FC1=CC2=C(CN(CCO2)C=2C=NC=CC2C)C=C1 8-fluoro-4-(4-methyl-3-pyridinyl)-3,4-dihydrobenzo[f][1,4]oxazepine